BrCCCOC1=C(C(=C(C=C1)C1CCC(CC1)CCCCC)F)F (3-bromopropyloxy)-2,3-difluoro-4-(4-pentylcyclohexyl)benzene